C1=C(C=CC2=CC=CC=C12)CCCO 3-(naphthalen-2-yl)propan-1-ol